Methyl (E)-3-(2-(thiazol-2-yl)vinyl)benzoate S1C(=NC=C1)/C=C/C=1C=C(C(=O)OC)C=CC1